((3S)-5-methyl-4-oxo-7-((5-oxopyrrolidin-2-yl)methoxy)-2,3,4,5-tetrahydrobenzo[b][1,4]oxazepin-3-yl)carbamic acid tert-butyl ester C(C)(C)(C)OC(N[C@@H]1C(N(C2=C(OC1)C=CC(=C2)OCC2NC(CC2)=O)C)=O)=O